4-((((5-((2,4-dimethoxybenzyl)amino)-7-methoxy-[1,2,4]triazolo[1,5-c]quinazolin-2-yl)methyl)(methyl)amino)methyl)benzenesulfonamide COC1=C(CNC2=NC=3C(=CC=CC3C=3N2N=C(N3)CN(C)CC3=CC=C(C=C3)S(=O)(=O)N)OC)C=CC(=C1)OC